ClC1=C(C=CC=C1)NC1=NC=C(C(=N1)C=1N=C(OC1)C(=O)O)C 4-(2-((2-chlorophenyl)amino)-5-methylpyrimidin-4-yl)oxazole-2-carboxylic acid